3-methoxy-5-(1-methyl-1H-imidazol-5-yl)aniline COC=1C=C(N)C=C(C1)C1=CN=CN1C